C(C)(C)(C)N1N=C(C=C1NC1=NC=NC=C1)[C@@H]1C[C@@H](CC1)N(C([O-])=O)C1(CC1)C (1R,3S)-3-(1-(tert-butyl)-5-(pyrimidin-4-ylamino)-1H-pyrazol-3-yl)cyclopentyl(1-methylcyclopropyl)carbamate